6-Chloro-2-methyl-4-(5-oxa-8-azaspiro[2.6]nonan-8-yl)pyridazin-3(2H)-one ClC=1C=C(C(N(N1)C)=O)N1CCOCC2(CC2)C1